2-(1-{[(3R)-1-methylpiperidin-3-yl]amino}pyrido[3,4-d]pyridazin-4-yl)-5-(trifluoromethyl)phenol CN1C[C@@H](CCC1)NC1=C2C(=C(N=N1)C1=C(C=C(C=C1)C(F)(F)F)O)C=NC=C2